OB(C=1C=C(C(=O)O)C=CC1F)O 3-dihydroxyboryl-4-fluoro-benzoic acid